BrC1=CC=C2C=C(N(C2=C1)C(=O)OC(C)(C)C)C1CCN(CC1)C(=O)OC(C)(C)C tert-butyl 6-bromo-2-(1-(tert-butoxycarbonyl)piperidin-4-yl)-1H-indole-1-carboxylate